BrC1=CC=C(C=C1)CCNCC1=C(N=C2SC=CN21)C2=CC=C(C=C2)Cl 2-(4-bromophenyl)-N-((6-(4-chlorophenyl)imidazo[2,1-b]thiazol-5-yl)methyl)ethan-1-amine